(2RS)-2-[7-Chloro-6-[4-(1-ethyl-4-piperidyl)phenyl]-4-fluoro-1-oxo-isoindolin-2-yl]-2-(5-fluoro-2-hydroxy-phenyl)-N-thiazol-2-yl-acetamide ClC=1C(=CC(=C2CN(C(C12)=O)[C@@H](C(=O)NC=1SC=CN1)C1=C(C=CC(=C1)F)O)F)C1=CC=C(C=C1)C1CCN(CC1)CC |r|